CN(CCCC(=O)OC(CCCCCCCC(=O)O[C@H]1[C@]2(CC[C@@H](C1)C2(C)C)C)CCCCCCCC(=O)O[C@H]2[C@]1(CC[C@@H](C2)C1(C)C)C)C bis((1S,2R,4S)-1,7,7-trimethylbicyclo[2.2.1]heptan-2-yl) 9-((4-(dimethylamino)butanoyl)oxy)heptadecanedioate